C[Hf](C)(C)C Tetramethyl-hafnium